C(C)(C)(C)OC(=O)N1[C@H](CN(CC1)C1=NC=C(N=C1)NC(=O)C1=CC2=CN(N=C2C=C1OCC)C)C (S)-4-(5-(6-ethoxy-2-methyl-2H-indazole-5-carboxamido)pyrazin-2-yl)-2-methylpiperazine-1-carboxylic acid tert-butyl ester